FC(F)(F)N1C(=CC2=CC=CC=C12)C=O (trifluoromethyl)-1H-indole-2-carbaldehyde